(1-(tert-butyl)-3-(3-oxocyclopentyl)-1H-pyrazol-5-yl) carbamate C(N)(OC1=CC(=NN1C(C)(C)C)C1CC(CC1)=O)=O